6-(5,5-dimethyl-1,3,2-dioxaborinan-2-yl)-1-[(cis)-3-hydroxy-3-methylcyclobutyl]-8-(trifluoromethyl)-1,4-dihydro-3,1-benzoxazin-2-one CC1(COB(OC1)C=1C=C(C2=C(COC(N2C2CC(C2)(C)O)=O)C1)C(F)(F)F)C